CSC=1N=CC2=C(N1)N(C(C=C2C#C[Si](C(C)C)(C(C)C)C(C)C)=O)CC2COCC2 2-(Methylthio)-8-((tetrahydrofuran-3-yl)methyl)-5-((triisopropylsilyl)ethynyl)pyrido[2,3-d]pyrimidin-7(8H)-one